COC(=O)C=1C=CC2=C(N=C(O2)C=2C(=C(C=CC2)C2=CC=CC=C2)C)C1 2-(2-Methylbiphenyl-3-yl)-1,3-benzoxazole-5-carboxylic acid methyl ester